NC1(CCN(CC1)C1=C(N=C2C(=N1)NN=C2C2=C(C(=CC=C2)Cl)Cl)CO)C (6-(4-amino-4-methylpiperidin-1-yl)-3-(2,3-dichlorophenyl)-1H-pyrazolo[3,4-b]Pyrazin-5-yl)methanol